2-phenyl-6-tolyl-thiopyran C1(=CC=CC=C1)C1SC(=CC=C1)C1=C(C=CC=C1)C